C(CCC(=O)[O-])CC(=O)C(=O)[O-] The molecule is an oxo dicarboxylate obtained by deprotonation of both carboxy groups of 2-oxopimelic acid; major structure at pH 7.3. It derives from a pimelate(2-). It is a conjugate base of a 2-oxopimelic acid.